FC=1C=C(C=CC1)C=1C=NC(=NC1)NC=1C=C(C(=O)NCCC2=CC(=CC=C2)C(F)(F)F)C=CC1 3-{[5-(3-fluorophenyl)pyrimidin-2-yl]amino}-N-{2-[3-(trifluoromethyl)phenyl]ethyl}benzamide